(1S,3aR,6aS)-2-(4,6-bis(Trifluoromethyl)pyridin-2-yl)-N-methyl-N-(m-tolyl)octahydrocyclopenta[c]pyrrole-1-carboxamide FC(C1=CC(=NC(=C1)C(F)(F)F)N1[C@@H]([C@@H]2[C@H](C1)CCC2)C(=O)N(C=2C=C(C=CC2)C)C)(F)F